1-(3-fluorophenyl)-3-methoxy-2-methylpropan-1-one FC=1C=C(C=CC1)C(C(COC)C)=O